C(C(C)C)[Sn](OC(C)(C)C)(OC(C)(C)C)OC(C)(C)C isobutyl-tris(t-butoxy)tin